C(C)([2H])([2H])OC(=O)N1C2CCCC1CC2 8-azabicyclo[3.2.1]Octane-8-carboxylic acid (1,1-2H2)Ethyl ester